rac-6-((3R,4R)-3,4-difluoropyrrolidin-1-yl)quinoline-4-carboxylic acid tert-butyl ester C(C)(C)(C)OC(=O)C1=CC=NC2=CC=C(C=C12)N1C[C@H]([C@@H](C1)F)F |r|